COC=1C=C(C=CC1)C=1N=C(SC1)N\N=C\C1=C(C(=O)O)C=CC=C1 (E)-2-((2-(4-(3-methoxyphenyl)thiazol-2-yl)hydrazono)methyl)benzoic acid